O1C=CC(C=2C1=CN=CC2)=O 4H-pyrano[2,3-c]pyridin-4-one